CC1=C(OC2=C(C=C(C=C2C1=O)C)[C@@H](C)NC1=C(C(=O)O)C=CC=C1)C=1C=NC(=CC1)C=1N=CN(C1)C (R)-2-((1-(3,6-dimethyl-2-(6-(1-methyl-1H-imidazol-4-yl)pyridin-3-yl)-4-oxo-4H-chromen-8-yl)ethyl)amino)benzoic acid